N-(5-Bromo-2-(trifluoromethoxy)phenyl)formamide BrC=1C=CC(=C(C1)NC=O)OC(F)(F)F